BrC=1C2=C(N(C(CC1C=1OC(=CN1)C)=O)CC1=CC=C(C=C1)OC)C=CC=C2 5-Bromo-1-(4-methoxybenzyl)-4-(5-methyloxazol-2-yl)-1,3-dihydro-2H-benzo[b]azepin-2-one